P(=O)(OCCN(C(CN(C(COCC(NCCNC(=O)C=1C=NC(=C(C1)[N+](=O)[O-])SC)=O)=O)CC#C)=O)CC#C)(OCC[N+](C)(C)C)[O-] 1-(6-(methylthio)-5-nitropyridin-3-yl)-1,6,10,13-tetraoxo-11,14-di(prop-2-yn-1-yl)-8-oxa-2,5,11,14-tetraazahexadecan-16-yl (2-(trimethylammonio)ethyl) phosphate